tert-butyl-(2R,5S)-5-amino-2-{5-[2-(trifluoro-methoxy)ethoxy]-1,3,4-oxa-diazol-2-yl}piperidine C(C)(C)(C)N1[C@H](CC[C@@H](C1)N)C=1OC(=NN1)OCCOC(F)(F)F